C(C=1C(C(=O)[O-])=CC=CC1)(=O)OCC(OC)OC dimethoxy-ethyl phthalate